2-Chloro-6-(3-(2-hydroxy-prop-2-yl)-1H-pyrazol-1-yl)benzonitrile ClC1=C(C#N)C(=CC=C1)N1N=C(C=C1)C(C)(C)O